C(C)(C)(C)C=1C=C(C=C(C1O)C(C)(C)C)CCCN 3-(3,5-di-tert-butyl-4-hydroxyphenyl)propylamine